chromium(II) neopentanoate C(C(C)(C)C)(=O)[O-].[Cr+2].C(C(C)(C)C)(=O)[O-]